bis(2,6-diisopropyl-4-vinylphenyl)butane-2,3-diimine C(C)(C)C1=C(C(=CC(=C1)C=C)C(C)C)C(C(C(C)=N)=N)C1=C(C=C(C=C1C(C)C)C=C)C(C)C